ClC1=C(C(=CC=C1)F)NC(=O)C1=CC(=C(C=C1O[C@H](C(F)(F)F)C)N1N=C(N(C1=O)C)C(=O)O)F 1-(4-[(2-chloro-6-fluorophenyl)carbamoyl]-2-fluoro-5-{[(2S)-1,1,1-trifluoropropan-2-yl]oxy}phenyl)-4-methyl-5-oxo-4,5-dihydro-1H-1,2,4-triazole-3-carboxylic acid